1-((1S,3s)-3-((1R,4S)-2-azabicyclo[2.2.1]hept-2-yl)cyclobutyl)-6-(4-amino-3-isopropyl-3H-imidazo[4,5-c]pyridin-6-yl)-3,3-dimethylindolin-2-one [C@@H]12N(C[C@@H](CC1)C2)C2CC(C2)N2C(C(C1=CC=C(C=C21)C2=CC1=C(C(=N2)N)N(C=N1)C(C)C)(C)C)=O